N-(4-(1H-pyrazol-4-yl)phenyl)-5-methoxy-2-(2-(thiazol-2-yl)-1H-indol-6-yl)pyrimidin-4-amine N1N=CC(=C1)C1=CC=C(C=C1)NC1=NC(=NC=C1OC)C1=CC=C2C=C(NC2=C1)C=1SC=CN1